3-(5-aminoquinolin-3-yl)piperidine-2,6-dione NC1=C2C=C(C=NC2=CC=C1)C1C(NC(CC1)=O)=O